(R/S)-3-methyl-heptanoic acid ((S)-1-phenyl-ethyl)-amide C1(=CC=CC=C1)[C@H](C)NC(C[C@@H](CCCC)C)=O |&1:11|